ClC=1C=NC=CC1B(O)O 3-chloropyridine-4-boronic acid